ClC1=C2C(=NC(=C1)C1=C(C=C(C=C1)NC(=O)C1CCCCC1)F)C=CN(C2=O)CC2=CC=C(C=C2)OC N-(4-{4-chloro-6-[(4-methoxyphenyl)methyl]-5-oxopyrido[4,3-b]pyridin-2-yl}-3-fluorophenyl)cyclohexanecarboxamide